N-[6-[(5-chloro-2-hydroxy-3-pyridinyl)carbamoyl]Spiro[3.3]Heptane-2-yl]-5-methylsulfanyl-furan-2-carboxamide ClC=1C=C(C(=NC1)O)NC(=O)C1CC2(CC(C2)NC(=O)C=2OC(=CC2)SC)C1